(S)-2-amino-3-cyclobutylpropanoic acid N[C@H](C(=O)O)CC1CCC1